3'-(3-((S)-2-hydroxy-3-(3-(N-methylsulfamoyl)phenoxy)propylamino)-1-oxa-8-azaspiro[4.5]dec-8-ylsulfonyl)biphenyl-4-sulfonamide O[C@@H](CNC1COC2(C1)CCN(CC2)S(=O)(=O)C=2C=C(C=CC2)C2=CC=C(C=C2)S(=O)(=O)N)COC2=CC(=CC=C2)S(NC)(=O)=O